CC(O)SP(=O)=O phosphothioethanol